2-(3,4-dichlorophenyl)-1-ethyl-5-[2-fluoro-5-(1-methylbut-2-ynoxycarbonyl)phenyl]-6-methyl-4-oxo-pyridine-3-carboxylic acid ClC=1C=C(C=CC1Cl)C=1N(C(=C(C(C1C(=O)O)=O)C1=C(C=CC(=C1)C(=O)OC(C#CC)C)F)C)CC